6-[(3aR,6aR)-3a-phenyl-3,4,6,6a-tetrahydro-1H-furo[3,4-c]pyrrol-5-yl]-8-(4-chloro-2-fluoro-phenyl)-2,3-dimethyl-pyrimido[5,4-d]pyrimidin-4-one C1(=CC=CC=C1)[C@]12[C@H](CN(C1)C=1N=C(C=3N=C(N(C(C3N1)=O)C)C)C1=C(C=C(C=C1)Cl)F)COC2